N1CC(C1)[C@@H](CO)NC(=O)C1=CC2=CC=CC(=C2C=C1)C1=CC=C(C=C1)C(F)(F)F N-[(1S)-1-(azetidin-3-yl)-2-hydroxy-ethyl]-5-[4-(trifluoromethyl)phenyl]naphthalene-2-carboxamide